3-bromo-cyclobutane-carbonitrile BrC1CC(C1)C#N